C(N)(=O)C=1N2CC(CC2=C(C1)C1=CC(=NC=C1Cl)NC(=O)C1C[C@@H]2CC(C[C@@H]2C1)C(=O)NC)(C)C (2s,3aR,5s,6aS)-N2-(4-(5-carbamoyl-2,2-dimethyl-2,3-dihydro-1H-pyrrolizin-7-yl)-5-chloropyridin-2-yl)-N5-methyloctahydropentalene-2,5-dicarboxamide